N-((6-methylpyridazin-3-yl)methyl)-6-(5-methylpyridin-2-yl)cinnolin-4-amine CC1=CC=C(N=N1)CNC1=CN=NC2=CC=C(C=C12)C1=NC=C(C=C1)C